ClC1=C(N=NN1CC)CSC=1NC(C2=C(N1)CCC2)=O 2-{[(5-Chloro-1-ethyl-1,2,3-triazol-4-yl)methyl]sulfanyl}-3H,5H,6H,7H-cyclopenta[d]pyrimidin-4-one